3-[4-(5-Hydroxy-2-pyridyl)piperazine-1-carbonyl]-1-methylquinolin-4-one OC=1C=CC(=NC1)N1CCN(CC1)C(=O)C1=CN(C2=CC=CC=C2C1=O)C